1-(4-(3-fluorobenzyl)piperazinyl)-3-(3-hydroxyphenyl)-1-propanone FC=1C=C(CN2CCN(CC2)C(CCC2=CC(=CC=C2)O)=O)C=CC1